1-(2,2-Difluorobenzo[d][1,3]dioxol-5-yl)ethan-1-ol FC1(OC2=C(O1)C=CC(=C2)C(C)O)F